tert-Butyl 4-fluoro-4-[8-fluoro-6-(2-methylimidazo[1,2-a]pyrimidin-6-yl)-4-oxo-3,4-dihydroquinazolin-2-yl]piperidine-1-carboxylate FC1(CCN(CC1)C(=O)OC(C)(C)C)C1=NC2=C(C=C(C=C2C(N1)=O)C=1C=NC=2N(C1)C=C(N2)C)F